4-(4-((6-bromo-3-nitroquinolin-4-yl)amino)-2-(trifluoromethyl)phenyl)piperazine-1-carboxylic acid tert-butyl ester C(C)(C)(C)OC(=O)N1CCN(CC1)C1=C(C=C(C=C1)NC1=C(C=NC2=CC=C(C=C12)Br)[N+](=O)[O-])C(F)(F)F